N-(2R-hydroxy-heneicosanoyl)-4R-hydroxy-sphinganine O[C@@H](C(=O)N[C@H](CO)[C@H](O)C(CCCCCCCCCCCCCC)O)CCCCCCCCCCCCCCCCCCC